FC1=CC=CC(=N1)CC=1C=NN(C1)C(=O)N[C@@H]1C(N(C2=C(OC1)C=CC(=C2)C#CC2(CCOCC2)O)C)=O (S)-4-((6-fluoropyridin-2-yl)methyl)-N-(7-((4-hydroxytetrahydro-2H-pyran-4-yl)ethynyl)-5-methyl-4-oxo-2,3,4,5-tetrahydrobenzo[b][1,4]oxazepin-3-yl)-1H-pyrazole-1-carboxamide